C(CCCCCCCC)C1=CC=C(C=C1)O 4-nonyl-phenol